isopropyl (R)-2-(6-(1-((tert-butoxycarbonyl)amino)ethyl)-7-fluoro-1H-indol-2-yl)-7-methoxy-1-methyl-1H-benzo[d]imidazole-5-carboxylate C(C)(C)(C)OC(=O)N[C@H](C)C1=CC=C2C=C(NC2=C1F)C1=NC2=C(N1C)C(=CC(=C2)C(=O)OC(C)C)OC